m-toluenebenzoic acid CC1=CC(=CC=C1)C1=CC=CC=C1C(=O)O